O[C@@H](C(=O)N1CC2=C(N=C(NC2=O)C2(CC2)C2=CC=CC=C2)CC1)C=1C=C(C=CC1)C1=CC(=CC=C1)C(F)(F)F (R)-6-(2-hydroxy-2-(3'-(trifluoromethyl)-[1,1'-biphenyl]-3-yl)acetyl)-2-(1-phenylcyclopropyl)-5,6,7,8-tetrahydropyrido[4,3-d]pyrimidin-4(3H)-one